C(CC)OCCOCCO diethylene glycol monon-propyl ether